C1(CC1)C1=CC2=C(CC(O2)(C)C)C=C1NC(=O)C=1C=NN2C1N=C(C=C2)C[C@H]2C(NCC2)=O (S)-N-(6-cyclopropyl-2,2-dimethyl-2,3-dihydrobenzofuran-5-yl)-5-((2-oxopyrrolidin-3-yl)methyl)pyrazolo[1,5-a]pyrimidine-3-carboxamide